C(CCCCCCC)OC[C@@H](OCCCCCCCC)COP(=O)(O)OCC[N+](C)(C)C 1,2-dioctyl-sn-glycero-3-phosphorylcholine